2-Iodo-4-isopropylphenol IC1=C(C=CC(=C1)C(C)C)O